FC=1C(=NN(C1)C(C)C)S(=O)(N)=NC(NC1=C2C(=NC(=C1C)C(F)(F)F)CCC2)=O 4-Fluoro-1-isopropyl-N'-((3-methyl-2-(trifluoromethyl)-6,7-dihydro-5H-cyclopenta[b]pyridin-4-yl)carbamoyl)-1H-pyrazole-3-sulfonimidamide